1,2-dipentanyl-sn-glycerol C(CCCC)OC[C@@H](OCCCCC)CO